(-)-(2RS)-4,4-difluoro-N-{4-[(6R*)-3-(2-fluoroanilino)-5,6-dimethyl-4-oxo-4,5,6,7-tetrahydro-1H-pyrrolo[3,2-c]pyridin-2-yl]pyridin-2-yl}-2-(4-fluorophenyl)butanamide FC(C[C@@H](C(=O)NC1=NC=CC(=C1)C1=C(C=2C(N([C@@H](CC2N1)C)C)=O)NC1=C(C=CC=C1)F)C1=CC=C(C=C1)F)F |&1:3,o1:18|